7-((2R,4S)-4-((2,3-dihydrobenzo[b][1,4]dioxin-6-yl-2,2,3,3-d4)oxy)-2-methylpiperidin-1-yl)-8,9-dimethyl-4H-pyrimido[1,2-b]pyridazin-4-one O1C2=C(OC(C1([2H])[2H])([2H])[2H])C=C(C=C2)O[C@@H]2C[C@H](N(CC2)C=2C(=C(C=1N(N2)C(C=CN1)=O)C)C)C